C(C=1C(=O)N(C(C1)=O)C1=CC=CC=C1)C=1C(=O)N(C(C1)=O)C1=CC=CC=C1 methylenebis(N-phenylmaleimide)